CCCCCCCC/C=C\CCCCCCCC(=O)C(C(CCl)C(=O)CCCCCCC/C=C\C/C=C\CCCCC)(O)O 1-oleoyl-2-linoleoyl-3-chloropropanediol